(2R)-6-(phenylmethoxy)-7-bromo-8-fluoro-N-(3-methylbutyl)-1,2,3,4-tetrahydronaphthalen-2-amine C1(=CC=CC=C1)COC=1C=C2CC[C@H](CC2=C(C1Br)F)NCCC(C)C